tetrazinane N1NNNCC1